4-[4-(1,3-benzoxazol-2-yloxy)-3-methoxyphenyl]-2-methylbutan-2-ol O1C(=NC2=C1C=CC=C2)OC2=C(C=C(C=C2)CCC(C)(O)C)OC